ClC1=CN(NC=C1Cl)C1OCCCC1 4,5-dichloro-2-(tetrahydro-2H-pyran-2-yl)pyridazin